2-[methyl(3-pyrrolidin-1-ylpropyl)amino]ethanol CN(CCO)CCCN1CCCC1